N2,N2,N6,N6-tetrakis(2-methoxyethyl)-8-(4-methoxypiperidin-1-yl)-N4,N4-dimethylpyrimido[5,4-d]pyrimidine-2,4,6-triamine COCCN(C=1N=C(C2=C(N1)C(=NC(=N2)N(CCOC)CCOC)N2CCC(CC2)OC)N(C)C)CCOC